ClC1=NC(=CC(=C1)C=1C(=NN2C1N=C(C=C2)N2C[C@@H](CC2)C(=O)O)C2=CC(=CC=C2)C#N)C (3R)-1-[3-(2-chloro-6-methyl-4-pyridinyl)-2-(3-cyanophenyl)pyrazolo[1,5-a]pyrimidin-5-yl]pyrrolidine-3-carboxylic acid